N1(CCNCC1)C=1OC2=C(N1)C=CC(=C2)C#N 2-(piperazin-1-yl)benzo[d]oxazole-6-carbonitrile